methyl-8-(2-{9-[(dimethylamino)methyl]hexadecyl}cyclopropyl)octanoate COC(CCCCCCCC1C(C1)CCCCCCCCC(CCCCCCC)CN(C)C)=O